1,3,5-trifluorobenzylamine FC1(CN)CC(=CC(=C1)F)F